N-(1,3-Benzodioxol-4-ylmethyl)-1-[2-(3-methyl-1-piperidinyl)-4-pyridinyl]methylamine O1COC2=C1C=CC=C2CNCC2=CC(=NC=C2)N2CC(CCC2)C